dimethylhydroxyethyl-heptyl-ammonium chloride [Cl-].C[N+](CCCCCCC)(CCO)C